isocyanotetrafluorophenol [N+](#[C-])C1=C(C(=C(C(=C1O)F)F)F)F